5-(tetramethyl-1,3,2-dioxaborolan-2-yl)-1,3-thiazole CC1(C(OB(O1)C1=CN=CS1)(C)C)C